4-amino-2-(2-hydroxy-prop-2-yl)benzonitrile NC1=CC(=C(C#N)C=C1)C(C)(C)O